(1-(6-nitropyridin-3-yl)azetidin-3-yl)(thiazolidine-3-yl)methanone [N+](=O)([O-])C1=CC=C(C=N1)N1CC(C1)C(=O)N1CSCC1